N-(2-(2-(2-cyclopropyl-7-methylquinoxalin-5-yl)-4-methylbenzo[d]thiazol-6-yloxy)ethyl)-4-fluorobenzenesulfonamide C1(CC1)C1=NC2=CC(=CC(=C2N=C1)C=1SC2=C(N1)C(=CC(=C2)OCCNS(=O)(=O)C2=CC=C(C=C2)F)C)C